ClC=1C=CC(=C(C1)C1=CC(NC=C1OC)=O)C#N 4-(5-chloro-2-cyanophenyl)-5-methoxy-2-oxopyridine